(E)-3-((1,5-dithiaspiro[5.5]undecan-7-ylidene)methyl)-2-methyl-1H-indol S1CCCSC12\C(\CCCC2)=C\C2=C(NC1=CC=CC=C21)C